C1=CC(OC=2C=CC3=C(C12)C=CC=C3)=O 3H-benzo[f]chromen-3-one